2-(2-oxiranylmethoxy)-1-naphthyridinecarbonitrile oxide O1C(C1)COC1N(C2=NC=CC=C2C=C1)C#[N+][O-]